(R)-1-((3R,4R)-3-((tert-butyldimethylsilyl)oxy)-1-(5-(trifluoromethyl)pyrimidin-2-yl)piperidin-4-yl)-3-hydroxypyrrolidin-2-one [Si](C)(C)(C(C)(C)C)O[C@@H]1CN(CC[C@H]1N1C([C@@H](CC1)O)=O)C1=NC=C(C=N1)C(F)(F)F